3-(1-(3-(4,5-difluoro-2-methoxyphenyl)propyl)pyrrolidin-3-yl)-1H-indole FC1=CC(=C(C=C1F)CCCN1CC(CC1)C1=CNC2=CC=CC=C12)OC